[C].N1=NC=C2N1C=CC=C2 pyrido[1,2-c][1,2,3]triazole carbon